O=C1OC2=CC=CC=C2C=C1C(=O)OCCCCSC1=CC(=NC2=CC=CC=C12)C1=C(C=C(C=C1)Cl)Cl 4-((2-(2,4-dichlorophenyl)quinolin-4-yl)thio)butyl 2-oxo-2H-chromene-3-carboxylate